BrC1=NC=CC(=C1)NC1CCC(CC1)(F)F 2-bromo-N-(4,4-difluorocyclohexyl)pyridin-4-amine